COC(C(F)F)F 1,2,2-trifluoroethyl methyl ether